CN(C=1C=C(C=CC1)C=1N(C(=NN1)SC1=C(C=C(C(=O)NO)C=C1F)F)C)C 4-[[5-[3-(dimethylamino)phenyl]-4-methyl-1,2,4-triazol-3-yl]mercapto]-3,5-difluoro-benzohydroxamic acid